(5-(1-(((6-bromoquinolin-3-yl)oxy)methyl)cyclopropyloxy)pyridin-3-yl)methanol BrC=1C=C2C=C(C=NC2=CC1)OCC1(CC1)OC=1C=C(C=NC1)CO